N[C@@H]1C[C@H](CC1)NC1=NC=C2C=C(N=C(C2=C1)NCC1(CCOCC1)C#N)C#N 7-(((1S,3S)-3-aminocyclopentyl)amino)-1-(((4-cyanotetrahydro-2H-pyran-4-yl)methyl)amino)-2,6-naphthyridine-3-carbonitrile